C(C)(C)(C)OC(NCCCCNC(CCCCCCC\C=C/CCCCCCCC)=O)=O tert-butyl(4-oleamidobutyl)carbamate